ClC=1C=C(C=CC1OC)C1=C(C2=C(N=C1)NC=C2)NC2CN(CCC2)C2=NC=C(C=C2)C(F)(F)F 5-(3-chloro-4-methoxyphenyl)-N-(1-(5-(trifluoromethyl)pyridin-2-yl)piperidin-3-yl)-1H-pyrrolo[2,3-b]Pyridin-4-amine